FC(CN1[C@@H](C=2NC3=CC=CC=C3C2C[C@H]1C)C1=C(C=C(C=C1F)OC1CN(C1)CCCF)F)F (1R,3R)-2-(2,2-difluoroethyl)-1-[2,6-difluoro-4-[1-(3-fluoropropyl)azetidin-3-yl]oxy-phenyl]-3-methyl-1,3,4,9-tetrahydropyrido[3,4-b]indole